COC1=CC(=C(C=C1NC1=NC=NC(=C1)N1OCC[C@@H]1C1=CC(=CC=C1)OC1=CC=CC=C1)NC(C=C)=O)N1CCC(CC1)N1CCN(CC1)C1COC1 (R)-N-(4-methoxy-2-(4-(4-(oxetan-3-yl)piperazin-1-yl)-piperidin-1-yl)-5-((6-(3-(3-phenoxy-phenyl)isoxazolidin-2-yl)pyrimidin-4-yl)amino)-phenyl)acrylamide